C(C)N1C(N=C(C(=C1C1=C2C=NN(C2=CC=C1C)C1OCCCC1)N)C(=O)OC1=CC(=CC(=C1)CCCCCCCCC)O)C=1C(=NC=CC1)N 5-nonyl-1,3-benzenediol ethyl-5-amino-2-(2-amino-3-pyridyl)-6-(5-methyl-1-tetrahydropyran-2-yl-indazol-4-yl)pyrimidine-4-carboxylate